3,5-dihydroxyphenyl 3-(4-(trifluoromethyl) phenethyl)-1H-pyrazole-5-carboxylate FC(C1=CC=C(CCC2=NNC(=C2)C(=O)OC2=CC(=CC(=C2)O)O)C=C1)(F)F